C(C)OC1=CN=CC(=N1)C1=C(N=C(S1)C(=O)OCC)C ethyl 5-(6-ethoxypyrazin-2-yl)-4-methyl-1,3-thiazole-2-carboxylate